2-(2-(methylsulfonyl)vinyl)benzofuran CS(=O)(=O)C=CC=1OC2=C(C1)C=CC=C2